[N-]=C=S.[N-]=C=S.CC1=CC=CC=C1 toluene di-isothiocyanate